3-(1-oxo-5-(1-(2,2,2-trifluoro-1-phenylethyl)piperidin-4-yl)isoindolin-2-yl)piperidine-2,6-dione O=C1N(CC2=CC(=CC=C12)C1CCN(CC1)C(C(F)(F)F)C1=CC=CC=C1)C1C(NC(CC1)=O)=O